2-[7-[(3-methyl-1-tetrahydropyran-2-yl-indazol-6-yl)amino]-1-oxo-isoindolin-2-yl]acetic acid ethyl ester C(C)OC(CN1C(C2=C(C=CC=C2C1)NC1=CC=C2C(=NN(C2=C1)C1OCCCC1)C)=O)=O